3-[1-[2-chloro-4-(trifluoromethoxy)phenyl]-4-(hydroxymethyl)pyrazolo[3,4-b]pyridin-3-yl]azetidine-1-carboxylic acid tert-butyl ester C(C)(C)(C)OC(=O)N1CC(C1)C1=NN(C2=NC=CC(=C21)CO)C2=C(C=C(C=C2)OC(F)(F)F)Cl